1-mesitylphenyl-borazine C1(=C(C(=CC(=C1)C)C)C1(CC=CC=C1)N1BNBNB1)C